racemic-1-(2-{[(3S,4S)-4-(3,4-dihydroisoquinolin-2(1H)-yl)-3-hydroxypiperidin-1-yl]carbonyl}imidazo[1,2-a]pyrimidin-6-yl)-2,2-dimethylcyclopropanecarbonitrile C1N(CCC2=CC=CC=C12)[C@@H]1[C@H](CN(CC1)C(=O)C=1N=C2N(C=C(C=N2)[C@@]2(C(C2)(C)C)C#N)C1)O |&1:26|